CN1N=C(C(=C1)C)C#N 1,4-dimethyl-1H-pyrazole-3-carbonitrile